(D)-norleucine N[C@H](CCCC)C(=O)O